[3-(4-bromophenyl)pent-3-yl]-2-chloroacetamide BrC1=CC=C(C=C1)C(CC)(CC)C(C(=O)N)Cl